((3-ethyloxetan-3-yl)methyl)benzamide C(C)C1(COC1)CC1=C(C(=O)N)C=CC=C1